C(C1=CC=CC=C1)(=O)OC1=CC=C(C=C1)C 4-toluyl benzoate